FC=1C(=CC(=NC1)OC)C1=CC(=NN1)C(=O)N1C2(CC2)C[C@H](CC1)C(=O)N[C@@H]1CN(C(CC1)(C)C)C (S)-4-(5-(5-fluoro-2-methoxypyridin-4-yl)-1H-pyrazole-3-carbonyl)-N-((S)-1,6,6-trimethylpiperidin-3-yl)-4-azaspiro[2.5]octane-7-carboxamide